(E)-tert-butyl (tert-butoxycarbonylamino)(2-(6-chloro-3-(3,5-dichloropyridin-4-ylamino)-9H-carbazol-1-yl)ethylamino)methylenecarbamate C(C)(C)(C)OC(=O)N\C(\NCCC1=CC(=CC=2C3=CC(=CC=C3NC12)Cl)NC1=C(C=NC=C1Cl)Cl)=N\C(OC(C)(C)C)=O